N-(4-(4-Methylpiperazin-1-yl)phenyl)-4-((octahydroindolizin-7-yl)amino)-2-oxo-1,2-dihydropyridine-3-carboxamide CN1CCN(CC1)C1=CC=C(C=C1)NC(=O)C=1C(NC=CC1NC1CCN2CCCC2C1)=O